BrC1=C2C(=NC(=C1F)NC(OC(C)(C)C)=O)C(CCO2)O[Si](C)(C)C(C)(C)C tert-butyl N-[8-bromo-4-[tert-butyl(dimethyl)silyl]oxy-7-fluoro-3,4-dihydro-2H-pyrano[3,2-b]pyridin-6-yl]carbamate